C(C1=CC=CC=C1)OC(=O)N1CCN2C=3C=4CCN(CC4N=C(OC(CN(C(CCC2C1)=O)C)CN)N3)C3=CC=CC1=CC=CC=C31 benzyl-13-(aminomethyl)-11-methyl-19-(naphthalen-1-yl)-10-oxo-14-oxa-2,5,11,16,19,23-hexaazatetracyclo[13.7.1.0^{2,7}.0^{17,22}]tricosa-1(23),15,17(22)-triene-5-carboxylate